C(C)(=O)O[C@H]1C[C@H]([C@@]2(CC[C@H]3C(C[C@@H](C[C@@H]3[C@H]2C1=O)C1=CSC=C1)=O)C)C(=O)OC methyl (1R,3S,4aR,4bS,6R,8aR,10aR)-3-acetoxy-10a-methyl-4,8-dioxo-6-(thiophen-3-yl)tetradecahydrophenanthrene-1-carboxylate